N[C@H]1C[C@@H](CCC1)C(=O)[O-] (1R,3R)-3-aminocyclohexane-1-carboxylate